FC1=C(C=CC=C1)C=1C=NN2C1N=C(N=C2N(CC2=NC1=C(N2CC2=CC=C(C=C2)OC)C=CC=C1)CC1=CC=C(C=C1)OC)N1CCOCC1 8-(2-fluorophenyl)-N-[(4-methoxyphenyl)methyl]-N-({1-[(4-methoxyphenyl)methyl]-1H-benzimidazol-2-yl}methyl)-2-(morpholin-4-yl)pyrazolo[1,5-a][1,3,5]triazin-4-amine